(1R)-(6-(2-methoxy-4-(trifluoromethyl)phenyl)-5-methylpyridazin-3-yl)(quinuclidin-3-yl)methanol COC1=C(C=CC(=C1)C(F)(F)F)C1=C(C=C(N=N1)[C@H](O)C1CN2CCC1CC2)C